1-chloro-2,6-dibromo-4-fluorobenzene ClC1=C(C=C(C=C1Br)F)Br